CC(CC)N[C@@H]1CC=2N(C3=C(C1)C=C(C=C3)Cl)C(=NN2)[C@@H]2CC[C@H](CC2)OC2=NC=CC=C2 (5S)-N-(but-2-yl)-8-chloro-1-[trans-4-(pyridin-2-yloxy)cyclohexyl]-5,6-dihydro-4H-[1,2,4]triazolo[4,3-a][1]benzazepin-5-amine